2,4-dinaphthyl-aniline C1(=CC=CC2=CC=CC=C12)C1=C(N)C=CC(=C1)C1=CC=CC2=CC=CC=C12